9-((1s,4s)-bicyclo[2.2.2]octan-2-yl)-7-methyl-2-((6-methylbenzo[d][1,3]dioxol-5-yl)amino)-7,9-dihydro-8H-purin-8-one C12C(CC(CC1)CC2)N2C1=NC(=NC=C1N(C2=O)C)NC2=CC1=C(OCO1)C=C2C